(3Z)-4-amino-N-hydroxy-1,2,5-oxadiazole-3-carboximidoyl chloride hydrochloride Cl.NC=1C(=NON1)C(=NO)Cl